4-((methylsulfanyl)methyl)piperidin-4-ol hydrochloride Cl.CSCC1(CCNCC1)O